(1S,3R)-5'-(4-Amino-3-(dimethylcarbamoyl)-2-fluorophenyl)-4'-chloro-3-ethyl-1',2'-dihydrospiro[cyclopentane-1,3'-pyrrolo[2,3-b]pyridine]-3-carboxamide NC1=C(C(=C(C=C1)C=1C(=C2C(=NC1)NC[C@@]21C[C@@](CC1)(C(=O)N)CC)Cl)F)C(N(C)C)=O